ClC=1[C-](C=CC1)C(C)C.[CH-]1C=CC=C1.[Fe+2] chloro-isopropyl-ferrocene